FC=1C(=C(C=CC1F)[C@@H]1[C@@H](O[C@@]([C@H]1C)(C(F)(F)F)C)C(=O)NC1=CC(=NC=C1)C(=O)N)C (2R,3R,4S,5S)-4-[[3-(3,4-Difluoro-2-methyl-phenyl)-4,5-dimethyl-5-(trifluoromethyl)tetrahydrofuran-2-carbonyl]amino]pyridin-2-carboxamid